NCCCCCNC(=O)C=1SC=C(C1)C=1C=NN(C1)C1=CC=CC=C1 N-(5-aminopentyl)-4-(1-phenyl-1H-pyrazol-4-yl)thiophene-2-carboxamide